4-[(2-t-butylphenyl)sulfinyl]benzophenone C(C)(C)(C)C1=C(C=CC=C1)S(=O)C1=CC=C(C(=O)C2=CC=CC=C2)C=C1